C1=C(C=CC2=CC=CC=C12)OCC(=O)N1CC2N(C(C3=C(NC2=O)C=CC(=C3)C3=CC(=CC=C3)C(F)(F)F)=O)CC1 2-(2-(naphthalen-2-yloxy)acetyl)-8-(3-(trifluoromethyl)phenyl)-1,3,4,12a-tetrahydrobenzo[e]pyrazino[1,2-a][1,4]diazepine-6,12(2H,11H)-dione